C(C1=CC=CC=C1)N(COCC)COCC benzylbis(ethoxymethyl)amine